C(CC)(=O)N1CCOCC1 propanoylmorpholin